NCCC=1CC(O)C(O)=CC1 3H-dopamine